FC=1C=CC(=C(C1)C=1C=C2CC(C(C2=CC1)NC(O[C@@H]1CN2CCC1CC2)=O)(C)C)OCCC (S)-quinuclidin-3-yl (5-(5-fluoro-2-propoxyphenyl)-2,2-dimethyl-2,3-dihydro-1H-inden-1-yl)carbamate